N-(4-pentenoyl)-L-lysine C(CCC=C)(=O)N[C@@H](CCCCN)C(=O)O